(E)-4-(3-Chloro-2-(1-ethyl-3-(trifluoromethyl)-1H-pyrazol-4-yl)-5-fluorophenyl)-6-(4-(dimethylamino)but-2-enoyl)-4,5,6,7-tetrahydrothieno[2,3-c]pyridine-2-carbonitrile ClC=1C(=C(C=C(C1)F)C1C2=C(CN(C1)C(\C=C\CN(C)C)=O)SC(=C2)C#N)C=2C(=NN(C2)CC)C(F)(F)F